tert-butyl N-methyl-N-[1H,2H,3H,4H-pyrido[2,3-b][1,4]oxazepin-7-yl]carbamate CN(C(OC(C)(C)C)=O)C=1C=CC2=C(OCCCN2)N1